4-((4-Phenoxyphenyl)carbamoyl)picolinic acid O(C1=CC=CC=C1)C1=CC=C(C=C1)NC(=O)C1=CC(=NC=C1)C(=O)O